(R)-7-(3,5-difluorophenyl)-8-methyl-5,6,7,8-tetrahydro-2,7-naphthyridine-3-carboxylic acid FC=1C=C(C=C(C1)F)N1CCC=2C=C(N=CC2[C@H]1C)C(=O)O